2,5-dichloro-N-(2-furylmethyl)benzamide ClC1=C(C(=O)NCC=2OC=CC2)C=C(C=C1)Cl